N1,N1'-([1,1'-biphenyl]-3,5-diylbis(methylene))bis(N12-isobutyldodecane-1,12-diamine), hydrochloride salt Cl.C1(=CC(=CC(=C1)CNCCCCCCCCCCCCNCC(C)C)CNCCCCCCCCCCCCNCC(C)C)C1=CC=CC=C1